ethyl (R,Z)-3-((5-(tert-butyl)-7-chloro-3-isopropyl-2-methyl-1,1-dioxido-2,3,4,5-tetrahydrobenzo[f][1,2,5]thiadiazepin-8-yl)oxy)-2-fluoroacrylate C(C)(C)(C)N1C[C@H](N(S(C2=C1C=C(C(=C2)O\C=C(\C(=O)OCC)/F)Cl)(=O)=O)C)C(C)C